C[Si](C)(C)OS(=O)(=O)O[Si](C)(C)C bis-trimethylsilylsulfate